ClC=1C=C2C(N(C(N(C2=CC1CO)CC1=CC=C(C=C1)OC)=O)C)(C(F)(F)F)C#CC1CC1 6-chloro-4-(cyclopropylethynyl)-7-(hydroxymethyl)-1-(4-methoxybenzyl)-3-methyl-4-(trifluoromethyl)-3,4-dihydroquinazolin-2(1H)-one